(7-(difluoromethoxy)quinolin-8-yl)-6-ethylpyridin-2-amine FC(OC1=CC=C2C=CC=NC2=C1C=1C(=NC(=CC1)CC)N)F